nonadecanyl behenate C(CCCCCCCCCCCCCCCCCCCCC)(=O)OCCCCCCCCCCCCCCCCCCC